α,α-ditolyl-γ-caprolactone C1(=C(C=CC=C1)C1(C(=O)OC(C1)CC)C1=C(C=CC=C1)C)C